N-[(2S,3R)-4,4-difluoro-2-[(2-fluoro[1,1'-biphenyl]-3-yl)methyl]-1-(1-hydroxycyclobutane-1-carbonyl)pyrrolidin-3-yl]methane-sulfonamide FC1([C@@H]([C@@H](N(C1)C(=O)C1(CCC1)O)CC=1C(=C(C=CC1)C1=CC=CC=C1)F)NS(=O)(=O)C)F